C(C)(C)(C)OC(=O)N1CC(N(CC1)C1=CC2=C(N=C(N=C2N[C@H](C)C2=C(C(=CC=C2)C(F)F)F)C)C=N1)C 4-(4-(((R)-1-(3-(difluoromethyl)-2-fluorophenyl)ethyl)amino)-2-methylpyrido[3,4-d]pyrimidin-6-yl)-3-methylpiperazine-1-carboxylic acid tert-butyl ester